O[C@]1([C@@H](CCC1)N1C(C=CC2=C1N=C(N=C2)NC2CCN(CC2)S(=O)(=O)C([2H])([2H])[2H])=O)C (-)-8-((1R,2R)-2-hydroxy-2-methylcyclopentyl)-2-((1-((methyl-d3)sulfonyl)piperidin-4-yl)amino)pyrido[2,3-d]pyrimidin-7(8H)-one